6-methyl-N-(7-methyl-[1,2,4]triazolo[1,5-a]pyridin-6-yl)-2',3',5',6,6',7-hexahydrospiro[imidazo[1,2-e]purine-8,4'-pyran]-2-amine CN1CC2(CCOCC2)N2C=3N=C(N=CC3N=C21)NC=2C(=CC=1N(C2)N=CN1)C